N-[(1S)-1-[[4-(3,5-dimethyl-1H-pyrazol-4-yl)phenyl]carbamoyl]-2-methyl-propyl]-2-methyl-pyrazole-3-carboxamide CC1=NNC(=C1C1=CC=C(C=C1)NC(=O)[C@H](C(C)C)NC(=O)C=1N(N=CC1)C)C